propionoin CCC(C(O)CC)=O